CC(=CCCC(=C)[C@H]1CC[C@@]2([C@@H]1CC[C@H]3[C@]2(CC[C@@H]4[C@@]3(CCCC4(C)C)C)C)C)C The molecule is a triterpene that is dammarane containing one double bond between the 20 and 21 positions, and another between the 24 and 25 positions. It is a triterpene and a steroid. It derives from a hydride of a dammarane.